tert-butyl 3-iodo-5,6-dihydroimidazo[1,2-a]pyrazine-7(8H)-carboxylate IC1=CN=C2N1CCN(C2)C(=O)OC(C)(C)C